C(C)C=1C(=CC=C2C=C(C=C(C12)C1=C(C=2N=C(N=C(C2C=N1)N1C[C@@](CCC1)(O)C)OC[C@]12CCCN2[C@@H](CC1)CO)F)O)F (R)-1-(7-(8-ethyl-7-fluoro-3-hydroxynaphthalen-1-yl)-8-fluoro-2-(((3S,7aS)-3-(hydroxymethyl)hexahydro-1H-pyrrolizin-7a-yl)methoxy)pyrido[4,3-d]pyrimidin-4-yl)-3-methylpiperidin-3-ol